COC(C(C)(C)OCC1=NN(C(=C1)C1=CC=CC=C1)CC1=CC(=CC=C1)Cl)=O 2-([1-[(3-chlorophenyl)methyl]-5-phenyl-1H-pyrazol-3-yl]methoxy)-2-methylpropanoic acid methyl ester